FC1=C(C=CC=C1F)CN1C(CCC1=O)CC(=O)NC(CC(=O)OC)C methyl 3-[[2-[1-[(2,3-difluorophenyl)methyl]-5-oxopyrrolidin-2-yl]acetyl]amino]butyrat